1-oxo-5,8,11,14-tetraoxa-2-azahexadecane-16-oic acid tert-butyl ester C(C)(C)(C)OC(COCCOCCOCCOCCNC=O)=O